2-(3-fluoro-2-pyridyl)-3-[rac-(1S,3R)-3-aminocyclohexyl]imidazo[4,5-c]pyridine-6-carbonitrile FC=1C(=NC=CC1)C1=NC2=C(C=NC(=C2)C#N)N1[C@@H]1C[C@@H](CCC1)N |r|